C(C)(C)(C)OC(=O)NC(C(=O)OC)CCC(C)(C)F methyl 2-(tert-butoxycarbonylamino)-5-fluoro-5-methyl-hexanoate